FC=1C=CC(=C(C1)C#CC=1C=CC(=NC1)C(=O)OC)NS(=O)(=O)C=1C(=CC=C2C=CC=NC12)C methyl 5-{2-[5-fluoro-2-(7-methylquinoline-8-sulfonamido)-phenyl]ethynyl}pyridine-2-carboxylate